NC1=NC(=C(C2=CC=CC=C12)C(=O)N(C)C)C=1C=C2CN(C(C2=CC1)=O)C1C(NC(CC1)=O)=O 1-Amino-3-[2-(2,6-dioxopiperidin-3-yl)-1-oxo-2,3-dihydro-1H-isoindol-5-yl]-N,N-dimethylisoquinoline-4-carboxamide